COC1=C(C=CC(=C1)C=1NC(C2=C(N1)CCSC2)=O)C(C)(C)OCCNC(OC)=O methyl (2-((2-(2-methoxy-4-(4-oxo-3,5,7,8-tetrahydro-4H-thiopyrano[4,3-d]pyrimidin-2-yl)phenyl)propan-2-yl)oxy)ethyl)carbamate